1-METHYL-2-ETHYLBENZENE CC1=C(C=CC=C1)CC